Hafnium tri-n-butoxyethoxide C(CCC)OC(C[O-])(OCCCC)OCCCC.[Hf+4].C(CCC)OC(C[O-])(OCCCC)OCCCC.C(CCC)OC(C[O-])(OCCCC)OCCCC.C(CCC)OC(C[O-])(OCCCC)OCCCC